4-(N-((1S,2R)-2-(6-fluoro-2,3-dimethylphenyl)-1-(5-oxo-4,5-dihydro-1,3,4-oxadiazol-2-yl)propyl)sulfamoyl)-3-methoxybenzamide FC1=CC=C(C(=C1[C@H]([C@@H](C=1OC(NN1)=O)NS(=O)(=O)C1=C(C=C(C(=O)N)C=C1)OC)C)C)C